Heptane-3-carboxylic acid CCC(CCCC)C(=O)O